O=C1N(CC2=CC(=CC=C12)OC1C(CCCC1)N1CC(C1)OCC(F)(F)F)C1C(NC(CC1)=O)=O 3-(1-oxo-5-((2-(3-(2,2,2-trifluoroethoxy)azetidin-1-yl)cyclohexyl)oxy)isoindolin-2-yl)piperidine-2,6-dione